methyl 4-methoxy-1-((6-methoxypyridin-3-yl) sulfonyl)-5-(2,4,6-trifluorophenyl)-1H-pyrrole-3-carboxylate COC=1C(=CN(C1C1=C(C=C(C=C1F)F)F)S(=O)(=O)C=1C=NC(=CC1)OC)C(=O)OC